P(OC(C)C)(OC(C)C(C)=NO)=O isopropyl (3-(hydroxyimino) butan-2-yl) phosphonate